N7-((6-cyclopropylimidazo[1,2-a]pyridin-2-yl)methyl)-N4,N4-dimethyl-2-(2-(4-methylpyrimidin-2-yl)cyclopropyl)quinoline-4,7-diamine C1(CC1)C=1C=CC=2N(C1)C=C(N2)CNC2=CC=C1C(=CC(=NC1=C2)C2C(C2)C2=NC=CC(=N2)C)N(C)C